C(C)OC(C[C@@H]([C@H](C)N)C1=C(C(=CC=C1OCOCC[Si](C)(C)C)Cl)Cl)=O |o1:5,6| ethyl-(3R,4S)-rel-4-amino-3-(2,3-dichloro-6-[[2-(trimethylsilyl)ethoxy]methoxy]phenyl)pentanoate